C(CC)S(=O)(=O)[O-].C[NH+](C)CCCCCCCCCCCC N,N-dimethyldodecylammonium propanesulfonate